N1[C@@H]2[C@H](OCC1)CN(CC2)CC(C(=O)OC(C)(C)C)(C)C |o1:1,2| tert-butyl 3-((4aR*,8aS*)-hexahydro-1H-pyrido[3,4-b][1,4]oxazin-6(7H)-yl)-2,2-dimethylpropanoate